tert-Butyl-2-cyclopropyl-5-(ethylsulfanyl)-1-methyl-1H-imidazole-4-carboxylate C(C)(C)(C)OC(=O)C=1N=C(N(C1SCC)C)C1CC1